CN1N=CC(=C1C)C1=NN=C(O1)C(=O)N1[C@H](C2=C(CC1)NC=N2)C2=NN1C(C(=CC=C1)C(F)(F)F)=C2 (R)-(5-(1,5-dimethyl-1H-pyrazol-4-yl)-1,3,4-oxadiazol-2-yl)(4-(4-(trifluoromethyl)pyrazolo[1,5-a]pyridin-2-yl)-6,7-dihydro-1H-imidazo[4,5-c]pyridin-5(4H)-yl)methanone